C(C)OC(=O)C1=NN(C(=C1)C(=O)OCC)C(CNC(=O)OC(C)(C)C)(C)C 1-(1-((tert-Butoxycarbonyl)amino)-2-methylpropan-2-yl)-1H-pyrazole-3,5-dicarboxylic acid diethyl ester